C(C)(C)(C)OC([C@@H](COC1=CC=C(C=C1)C(CN)N)O[Si](C)(C)C(C)(C)C)=O (2R)-2-((tert-Butyldimethylsilyl)oxy)-3-(4-(1,2-diaminoethyl)-phenoxy)propanoic acid tert-butyl ester